p-coumaryl cinnamate C(C=CC1=CC=CC=C1)(=O)OC\C=C\C1=CC=C(C=C1)O